6-[(Oxan-4-yl)amino]-8-{[6-(propan-2-yloxy)-5-(pyrrolidin-1-carbonyl)pyridin-2-yl]amino}imidazo[1,2-b]pyridazin-3-carbonitril O1CCC(CC1)NC=1C=C(C=2N(N1)C(=CN2)C#N)NC2=NC(=C(C=C2)C(=O)N2CCCC2)OC(C)C